1-(tert-butyl)-3-(2,4,6-trifluorophenyl)-5-methyl-pyrazole-4-ol C(C)(C)(C)N1N=C(C(=C1C)O)C1=C(C=C(C=C1F)F)F